N-(2-aminoethyl)amide NCC[NH-]